C(=C)C1=C(C=CC(=C1)C)S(=O)(=O)OC=1C=C(C=CC1)C 1-(m-tolyl) vinyl-4-methylbenzenesulfonate